C(C(C)C)C=1SC(=C(N1)C1=CC=C(C=C1)CN1C(=NC=C1)C(C)C)S(=O)(=O)[NH-] ((2-isobutyl-4-(4-((2-isopropyl-1H-imidazol-1-yl)methyl)phenyl)thiazol-5-yl)sulfonyl)amide